N-[2-(6,6-dimethyl-4,5,6,7-tetrahydro-1H-indazol-3-yl)-1H-indol-6-yl]-N-methyl-(2S)-2-(morpholin-4-yl)propionamide CC1(CCC=2C(=NNC2C1)C=1NC2=CC(=CC=C2C1)N(C([C@H](C)N1CCOCC1)=O)C)C